NC(C(=O)O)C[N+](=O)[O-] 2-amino-3-nitropropionic acid